ClC[Si](C1=C(C(=C(C(=C1F)F)F)F)F)(C1=C(C(=C(C(=C1F)F)F)F)F)C (chloromethyl)methyl-bis(pentafluorophenyl)silane